5-((2-(azetidin-1-ylmethyl)-6-fluorobenzyl)amino)-N-(isothiazol-3-yl)-N-(4-methoxybenzyl)-4-methylpyridine-2-sulfonamide N1(CCC1)CC1=C(CNC=2C(=CC(=NC2)S(=O)(=O)N(CC2=CC=C(C=C2)OC)C2=NSC=C2)C)C(=CC=C1)F